C[C@@H]1CN(C[C@@H](O1)C)C(=O)C=1C2=C(N(N1)CC(=O)N1CCC(CC1)C1=CC(=CC=C1)OC(F)(F)F)CCC2 2-{3-[(2R,6S)-2,6-Dimethylmorpholin-4-carbonyl]-5,6-dihydrocyclopenta[c]pyrazol-1(4H)-yl}-1-{4-[3-(trifluoromethoxy)phenyl]piperidin-1-yl}ethan-1-on